5-((3-(N-methylsulfamoyl)phenyl)amino)pyrido[4,3-e][1,2,3]triazolo[1,5-a]pyrimidine-3-carboxylic acid CNS(=O)(=O)C=1C=C(C=CC1)NC1=NC=2N(C3=C1C=CN=C3)N=NC2C(=O)O